6-[4-(aminomethyl)-4-hydroxypiperidin-1-yl]-3-(2,3-dichlorophenyl)-2-methyl-3,4-dihydropyrimidin-4-one NCC1(CCN(CC1)C1=CC(N(C(=N1)C)C1=C(C(=CC=C1)Cl)Cl)=O)O